2-amino-3-pyrimidin-2-ylpropanoic acid NC(C(=O)O)CC1=NC=CC=N1